C(OC=1C=CC2=C(C1)OC(C=1C2N2N(CC1)C(N(C2=O)C2=CC=C(C=C2)C(C)=O)=O)(C)C)(OCCSSCCO)=O 2-(4-Acetylphenyl)-7,7-dimethyl-1,3-dioxo-2,3,5,12b-tetrahydro-1H,7H-chromeno[4,3-c][1,2,4]triazolo[1,2-a]pyridazin-10-yl (2-((2-hydroxyethyl)disulfanyl)ethyl) carbonate